N1(CCCCC1)C(CN1C2=C(C3=CC=C(C=C13)O)C=CN=C2C(F)(F)F)C 9-(2-(piperidin-1-yl)propyl)-1-(trifluoromethyl)-9H-pyrido[3,4-b]indol-7-ol